C(C)(=O)N(CCCC[C@H](N)C(=O)O)CC(C)C Nε-acetyl-Nε-isobutyl-L-Lysine